ClC1=CN=C2C(=N1)N(N=C2C#N)[C@@H](C)C2CCOCC2 (S)-6-chloro-1-(1-(tetrahydro-2H-pyran-4-yl)ethyl)-1H-pyrazolo[3,4-b]Pyrazine-3-Carbonitrile